N-[6-(2,5-dioxo-2,5-dihydro-1H-pyrrol-1-yl)hexanoyl]glycylglycine O=C1N(C(C=C1)=O)CCCCCC(=O)NCC(=O)NCC(=O)O